ClC=1C=C(C=CC1Cl)N1CC(N(CC1)C(=O)C1=CC(NC2=CC=C(C=C12)[N+](=O)[O-])=O)C 4-(4-(3,4-dichlorophenyl)-2-methylpiperazine-1-carbonyl)-6-nitroquinolin-2(1H)-one